N-(4-(6-amino-8-oxo-9-(1,1,1-trifluoropropan-2-yl)-8,9-dihydro-7H-purin-7-yl)benzyl)-5-fluoro-2-methoxybenzamide NC1=C2N(C(N(C2=NC=N1)C(C(F)(F)F)C)=O)C1=CC=C(CNC(C2=C(C=CC(=C2)F)OC)=O)C=C1